3-(N-((4-fluoro-2-(2-isopropoxypyridin-4-yl)-6-isopropyl-phenyl)carbamoyl)sulfamoyl)-N,N-bis(2-methoxyethyl)-1-methyl-1H-pyrazole-5-carboxamide sodium salt [Na].FC1=CC(=C(C(=C1)C(C)C)NC(=O)NS(=O)(=O)C1=NN(C(=C1)C(=O)N(CCOC)CCOC)C)C1=CC(=NC=C1)OC(C)C